((4-bromo-2-fluorophenyl)amino)-5-fluoro-2-(2-hydroxyethoxy)-7-methyl-3,4-dihydro-2,7-naphthyridine-1,6(2H,7H)-dione BrC1=CC(=C(C=C1)NC1N(C(C2=CN(C(C(=C2C1)F)=O)C)=O)OCCO)F